FC(C1C(CC1)C(=O)NN)F 2-(difluoromethyl)cyclobutanecarbohydrazide